NC1=NC=CC2=CC=C(C=C12)C=1C=C2C(=NN(C2=CC1)C1COCC1)COC1=C(C(=CC=C1)C#N)CC(=O)O 2-(2-((5-(1-aminoisoquinolin-7-yl)-1-(tetrahydrofuran-3-yl)-1H-indazol-3-yl)methoxy)-6-cyanophenyl)acetic acid